BrC1=CC=C(C=C1)C1(N(CCC1)C(=O)OC(C)(C)C)C tert-Butyl 2-(4-bromophenyl)-2-methylpyrrolidine-1-carboxylate